5,6,7,8-Tetrahydrocyclopenta[4,5]pyrrolo[2,3-d]pyrimidin-4-amine N1=CN=C(C2=C1NC1=C2CCC1)N